(5S)-5-(hydroxymethyl)-3-(4-piperazin-1-ylsulfonylphenyl)oxazolidin-2-one OC[C@@H]1CN(C(O1)=O)C1=CC=C(C=C1)S(=O)(=O)N1CCNCC1